5-bromo-2-(pyridin-3-yl)-2H-pyrazolo[4,3-b]pyridineAl BrC=1C=CC=2C(N1)=C(N(N2)C=2C=NC=CC2)C=O